N-methyl-1-(1-methyl-3-(1-methyl-1H-pyrazol-4-yl)-1H-indazol-5-yl)-5,6-dihydroimidazo[1,5-a]pyrazine-7(8H)-carboxamide CNC(=O)N1CC=2N(CC1)C=NC2C=2C=C1C(=NN(C1=CC2)C)C=2C=NN(C2)C